C(C1=CC=CC=C1)=[B] benzylidene-boron